NC=1C=C2CN(CC2=CC1)C(=O)C1=C(C=C(C(=C1OC)C)C1=C(C=CC(=C1)C)S(=O)(=O)[O-])C1=C(C=CC(=C1)C)S(=O)(=O)[O-] 4-(5-aminoisoindoline-2-carbonyl)-5-methoxy-6-methyl-1,3-phenylenebis(4-methylbenzenesulfonate)